C(CCC)C1=C(C=CC=C1)B(C1=CC=CC=C1)C1=CC=CC=C1 butyltriphenyl-boron